FC=1C=C(C=CC1C=1C=NN(C1)C1=CC=C(C=C1)F)CC(=O)O 2-(3-fluoro-4-(1-(4-fluorophenyl)-1H-pyrazol-4-yl)phenyl)acetic acid